C1(=CC=CC=2SC3=C(C21)C=CC=C3)C3=C(C(=C(C(=C3C3=CC=CC=2SC1=C(C23)C=CC=C1)C1=CC=CC=2SC3=C(C21)C=CC=C3)C3=NC(=NC(=C3)C3=CC=CC=C3)C3=CC=CC=C3)C3=CC=C(C=C3)N3C2=CC=C(C=C2C=2C=C(C=CC32)C3=CC=CC=C3)C3=CC=CC=C3)C#N 3,4,5-tris(dibenzo[b,d]thiophen-1-yl)-4'-(3,6-diphenyl-9H-carbazol-9-yl)-6-(2,6-diphenylpyrimidin-4-yl)-[1,1'-biphenyl]-2-carbonitrile